C(C)OC(=O)C1=COC=C1Br 4-bromofuran-3-carboxylic acid ethyl ester